3-(dimethylamino)pyrrolidine CN(C1CNCC1)C